OC1=C(\C=C/2\C(N(C(C2)=O)CCCCCCC(=O)[O-])=O)C=CC=C1 (E)-7-(3-(2-hydroxybenzylidene)-2,5-dioxopyrrolidinyl)heptanoate